(3S)-3-[9H-fluoren-9-ylmethoxycarbonyl-(methyl)amino]-4-(4-methylpiperidin-1-yl)-4-oxobutanoic acid C1=CC=CC=2C3=CC=CC=C3C(C12)COC(=O)N([C@@H](CC(=O)O)C(=O)N1CCC(CC1)C)C